(4-(5-aminoisoxazol-3-yl)piperidin-1-yl)(2,5-dimethyl-4-(trifluoromethyl)phenyl)methanone NC1=CC(=NO1)C1CCN(CC1)C(=O)C1=C(C=C(C(=C1)C)C(F)(F)F)C